5-(4-cyclohexylphenyl)-3-(3-(fluoromethyl)azetidine-1-carbonyl)-2-(morpholin-2-yl)pyrazolo[1,5-a]pyrimidin-7(4H)-one C1(CCCCC1)C1=CC=C(C=C1)C=1NC=2N(C(C1)=O)N=C(C2C(=O)N2CC(C2)CF)C2CNCCO2